ClC=1C=C(CN2C[C@@H](OCC2)CNC(CSC2=NC=CC=N2)=O)C=CC1Cl (2S)-N-{[4-(3,4-dichlorobenzyl)morpholin-2-yl]methyl}-(pyrimidin-2-ylthio)acetamide